N-[2-(acryloylamino)-1,2-dihydroxyethyl]acrylamide C(C=C)(=O)NC(C(O)NC(C=C)=O)O